(E)-4-(3-((7-(8-chloronaphthalen-1-yl)-2-(((S)-1-methylpyrrolidin-2-yl)methoxy)-5,6,7,8-tetrahydropyrido[3,4-d]pyrimidin-4-yl)(methyl)amino)pyrrolidin-1-yl)-4-oxobut-2-enoic acid ClC=1C=CC=C2C=CC=C(C12)N1CC=2N=C(N=C(C2CC1)N(C1CN(CC1)C(/C=C/C(=O)O)=O)C)OC[C@H]1N(CCC1)C